trans-2-[4-[4-(4-Chlorophenyl)-5-methyl-1,2,4-triazol-3-yl]cyclohexyl]oxy-5-methylpyrazin ClC1=CC=C(C=C1)N1C(=NN=C1C)[C@@H]1CC[C@H](CC1)OC1=NC=C(N=C1)C